4-((2-(methacryloyloxy)ethyl) dimethylammonio)butane-1-sulfonate C(C(=C)C)(=O)OCC[N+](CCCCS(=O)(=O)[O-])(C)C